5-(tert-Butyl) 1-((9Z,27Z)-hexatriaconta-9,27-dien-18-yl) ((Z)-N,N'-bis(tert-butoxycarbonyl)carbamimidoyl)glutamate C(C)(C)(C)OC(=O)N\C(=N/C(=O)OC(C)(C)C)\N[C@@H](CCC(=O)OC(C)(C)C)C(=O)OC(CCCCCCC\C=C/CCCCCCCC)CCCCCCCC\C=C/CCCCCCCC